CP(=O)(C)C1=C(C=CC=C1)NC=1N=C(N=NC1C(=O)N)NC1=C(C=C2C(CN(CC2=C1)C)(C)C)OC ((2-(dimethylphosphoryl)phenyl)amino)-3-((6-methoxy-2,4,4-trimethyl-1,2,3,4-tetrahydroisoquinolin-7-yl)amino)-1,2,4-triazine-6-carboxamide